tert-butyl 4-azido-3,3-difluoropyrrolidine-1-carboxylate N(=[N+]=[N-])C1C(CN(C1)C(=O)OC(C)(C)C)(F)F